[1,2,4]triazolo[4,3-a]pyridin-3-yl-methanol N=1N=C(N2C1C=CC=C2)CO